C1(=CC=CC=C1)C=1N=CN(C1)CCN1CCOCC1 4-[2-(4-Phenylimidazol-1-yl)ethyl]morpholine